N1,N3-bis(4-(tert-butyl)phenyl)-5-(9H-carbazol-1-yl)-N1,N3-bis(3,5-di-tert-butylphenyl)benzene-1,3-diamine C(C)(C)(C)C1=CC=C(C=C1)N(C1=CC(=CC(=C1)C1=CC=CC=2C3=CC=CC=C3NC12)N(C1=CC(=CC(=C1)C(C)(C)C)C(C)(C)C)C1=CC=C(C=C1)C(C)(C)C)C1=CC(=CC(=C1)C(C)(C)C)C(C)(C)C